C(CCCCC)CC1=CC=CC=C1 hexanyl-toluene